(6-amino-3-bromo-2-chlorophenyl)-(2,6-difluorophenyl)methanone NC1=CC=C(C(=C1C(=O)C1=C(C=CC=C1F)F)Cl)Br